(R)-2-(1-methyl-1H-pyrazol-4-yl)-N-(2-methyl-5-(2-(2-methyl-pyrrolidin-1-yl)acetamido)pyridin-3-yl)pyrazolo[5,1-b]thiazole-7-carboxamide CN1N=CC(=C1)C1=CN2C(S1)=C(C=N2)C(=O)NC=2C(=NC=C(C2)NC(CN2[C@@H](CCC2)C)=O)C